6-(morpholine-4-carbonyl)-3-(naphthalen-1-yl)quinolin N1(CCOCC1)C(=O)C=1C=C2C=C(C=NC2=CC1)C1=CC=CC2=CC=CC=C12